2-(6-azaspiro[2.5]octan-6-yl)-6-(2,2,4-trimethyl-1,3-dioxolan-4-yl)nicotinic acid C1CC12CCN(CC2)C2=C(C(=O)O)C=CC(=N2)C2(OC(OC2)(C)C)C